3-(2-(3-cyclopentylpropionamido)-1H-benzo[d]imidazol-6-yl)-N-(4-methylbenzyl)benzamide 2-(4-fluorophenoxy)ethyl-2-[1-[(2,3-difluorophenyl)methyl]-5-oxo-pyrrolidin-2-yl]acetate FC1=CC=C(OCCOC(CC2N(C(CC2)=O)CC2=C(C(=CC=C2)F)F)=O)C=C1.C1(CCCC1)CCC(=O)NC1=NC2=C(N1)C=C(C=C2)C=2C=C(C(=O)NCC1=CC=C(C=C1)C)C=CC2